N-(3-(triethoxysilyl)propyl)furan-2-carboxyamide C(C)O[Si](CCCNC(=O)CC=1OC=CC1)(OCC)OCC